(3R,4R)-1-(tert-butoxycarbonyl)4-methylpyrrolidine-3-carboxylic acid C(C)(C)(C)OC(=O)N1C[C@@H]([C@H](C1)C)C(=O)O